2-[1-(2-Cyclohexyl-4-oxo-chromen-8-yl)ethylamino]benzoic acid C1(CCCCC1)C=1OC2=C(C=CC=C2C(C1)=O)C(C)NC1=C(C(=O)O)C=CC=C1